C1(=CC=C(C=C1)N(C1=CC=2C(C3=CC=CC=C3C2C=C1)(C)C)C1=CC(=CC=C1)C1(C2=CC=CC=C2C=2C=CC=CC12)C1=CC=CC=C1)C1=CC=CC=C1 N-([1,1'-biphenyl]-4-yl)-9,9-dimethyl-N-(3-(9-phenyl-9H-fluoren-9-yl)phenyl)-9H-fluoren-2-amine